6-methoxy-4,5,6,7-tetrahydrobenzo[c]thiophene-1-sulfonamide COC1CCC=2C(=C(SC2)S(=O)(=O)N)C1